B(O)(O)C=1C=C(C=CC1)CCC(=O)O 3-(3-boronophenyl)propionic acid